5-[2,3-difluoro-4-(trifluoromethoxy)phenyl]-4-(4-methylbenzene-1-sulfonyl)-4,5-dihydro-1,3-oxazole FC1=C(C=CC(=C1F)OC(F)(F)F)C1C(N=CO1)S(=O)(=O)C1=CC=C(C=C1)C